N1=CC=CC2=CC=C3C=CC=NC3=C12.N1=CC=CC2=CC=C3C=CC=NC3=C12.N1=CC=CC2=CC=C3C=CC=NC3=C12.[Ru] ruthenium tris(phenanthroline)